Cl.Cl.Cl.NCCCN1CCN(CC1)CCCOC1=CC=C(C=C1)S(=O)(=O)NC1=C(C(=O)O)C=CC(=C1)C1=CC=C(C2=CC=CC=C12)C 2-((4-(3-(4-(3-aminopropyl)piperazin-1-yl)propoxy)phenyl)sulfonamido)-4-(4-methylnaphthalen-1-yl)benzoic acid trihydrochloride